C(C1=CC=CC=C1)OC(COC=1C=CC(=NC1)N1CCN(CC1)C(=O)OC(C)(C)C)=O tert-butyl 4-(5-(2-(benzyloxy)-2-oxoethoxy)pyridin-2-yl)piperazine-1-carboxylate